2-((3'-ethoxy-4'-(7-oxo-6,7-dihydro-3H-[1,2,3]triazolo[4,5-d]pyrimidin-5-yl)-[1,1'-biphenyl]-3-yl)oxy)propanoic acid C(C)OC=1C=C(C=CC1C=1NC(C2=C(N1)NN=N2)=O)C2=CC(=CC=C2)OC(C(=O)O)C